C1(=CC=C(C=C1)N(C1=CC=C(C=C1)C1=CC=C(C=C1)N(C1=CC=CC=C1)C1=CC=CC2=CC=CC=C12)C1=CC=C(C=C1)C1=CC=CC=C1)C1=CC=CC=C1 N4,N4-bis([1,1'-biphenyl]-4-yl)-N4'-(1-naphthyl)-N4'-phenyl-[1,1'-biphenyl]-4,4'-diamine